tert-Butyl (1-((3-(2-formylbutyl)phenyl)sulfonyl)piperidin-4-yl)carbamate C(=O)C(CC=1C=C(C=CC1)S(=O)(=O)N1CCC(CC1)NC(OC(C)(C)C)=O)CC